ClC=1C=C(OC2CCC(CC2)C(=O)O)C=CC1C=1N(C2=NC=NC(=C2N1)OC1(CC1)C)CC1=C(C=CC(=C1)Cl)F (1s,4s)-4-(3-chloro-4-(9-(5-chloro-2-fluorobenzyl)-6-(1-methylcyclopropoxy)-9H-purin-8-yl)phenoxy)cyclohexane-1-carboxylic acid